(S)-8-methyl-4-[(tetrahydrofuran-3-yl) oxy]-[1,3]dioxolo[4,5-H]quinazolin-6-yl 2,4,6-triisopropylbenzenesulfonate C(C)(C)C1=C(C(=CC(=C1)C(C)C)C(C)C)S(=O)(=O)OC1=NC(=NC=2C3=C(C(=CC12)O[C@@H]1COCC1)OCO3)C